C(C1=CC=CC=C1)SC=1C=CCCC1 5-(benzylthio)-1H-benzol